C(CCCCCC)C(CC)CCCCCCCCCC (E)-3-heptyltridecane